NC1=CC=C2C(CCC(C2=C1Br)=O)C 7-amino-8-bromo-4-methyl-3,4-dihydronaphthalen-1(2H)-one